C(CCC)OC(C)OCC(C)N 1-(1-Butoxyethoxy)-propan-2-amin